N-(9-((2R,3S,4S,5R)-4-fluoro-3-hydroxy-5-(hydroxymethyl)tetrahydrofuran-2-yl)-6-oxo-6,9-dihydro-1H-purin-2-yl)isobutyramide F[C@H]1[C@H]([C@@H](O[C@@H]1CO)N1C=2N=C(NC(C2N=C1)=O)NC(C(C)C)=O)O